C1(=CC=CC=C1)C(O)(C1C(OCO1)C(O)(C1=CC=CC=C1)C1=CC=CC=C1)C1=CC=CC=C1 tetraphenyl-1,3-dioxolane-4,5-dimethanol